BrC1=C2C=C(N(C2=C(C(=C1)Cl)Cl)S(=O)(=O)C1=CC=CC=C1)C[C@@H](CO)NC(OC(C)(C)C)=O tert-butyl (S)-(1-(4-bromo-6,7-dichloro-1-(phenyl sulfonyl)-1H-indol-2-yl)-3-hydroxypropan-2-yl)carbamate